methyl-1-octene CC=CCCCCCC